BrC(C(=O)NC1=CC=C(C=C1)Cl)=C 2-Bromo-N-(4-chlorophenyl)acrylamide